3-(3,5-dimethyl-4-(4-methylpiperazin-1-yl)phenyl)-5-(2-fluoro-6-methylphenyl)-1H-pyrazolo[4,3-c]pyridazin-6(5H)-one CC=1C=C(C=C(C1N1CCN(CC1)C)C)C1=NNC=2C1=NN(C(C2)=O)C2=C(C=CC=C2C)F